1-(3-((5-chloro-2-((5-chloro-2-methoxy-4-(piperazin-1-yl)phenyl)amino)pyrimidin-4-yl)amino)pyridin-2-yl)pyrrolidin-2-one ClC=1C(=NC(=NC1)NC1=C(C=C(C(=C1)Cl)N1CCNCC1)OC)NC=1C(=NC=CC1)N1C(CCC1)=O